C(C)OC(=O)C1=C(C2=C(S1)C=C(C(=C2)OC(C)C)OC)C 5-isopropoxy-6-methoxy-3-methylbenzo[b]thiophene-2-carboxylic acid ethyl ester